methyl 6-(acetamido-carbamoyl)pyridine-3-carboxylate C(C)(=O)NNC(=O)C1=CC=C(C=N1)C(=O)OC